dichloro-2,3,3-trifluoropropane ClC(C(C(F)F)F)Cl